CC1=C(C=2N(C=C1C=1NC3=CC=C(C=C3C1C(C)C)C1CCN(CC1)C(=O)OCCCN)N=CN2)C 3-aminopropyl 4-(2-(7,8-dimethyl-[1,2,4]triazolo[1,5-a]pyridin-6-yl)-3-isopropyl-1H-indol-5-yl)piperidine-1-carboxylate